2-bromophenyl-2-(4-cyanophenylamino)-pyrimidin-4-ylketone-N-(3-methoxyphenyl) semicarbazone COC=1C=C(C=CC1)N(N=C(C1=NC(=NC=C1C1=C(C=CC=C1)Br)NC1=CC=C(C=C1)C#N)C1=NC(=NC=C1C1=C(C=CC=C1)Br)NC1=CC=C(C=C1)C#N)C(=O)N